2-(4,4-difluorocyclohexyl)-N-[4-(3,5-dimethyl-1H-pyrazol-4-yl)phenyl]-2-[5-(2-methyl-4-pyridyl)-4H-1,2,4-triazol-3-yl]acetamide FC1(CCC(CC1)C(C(=O)NC1=CC=C(C=C1)C=1C(=NNC1C)C)C1=NN=C(N1)C1=CC(=NC=C1)C)F